Cl.FC=1C=CC(=NC1C(F)(F)F)C(N)C1COC(CC1)C(F)(F)F (5-fluoro-6-(trifluoromethyl)pyridin-2-yl)(6-(trifluoromethyl)tetrahydro-2H-pyran-3-yl)methanamine hydrochloride